CC1=NN(C=C1NC1=NC=C(C(=C1)NCCCN1C(COCCC1)=O)C(F)(F)F)C1CCN(CC1)C 4-(3-((2-((3-methyl-1-(1-methylpiperidin-4-yl)-1H-pyrazol-4-yl)amino)-5-(trifluoromethyl)pyridin-4-yl)amino)propyl)-1,4-oxazepan-3-one